[AsH3].[Na] sodium arsine